N=1NN=C(C1)N (2H-[1,2,3]triazol-4-yl)-amine